6-methyl-5,6-dihydrooxathiine 2,2-dioxide CC1CC=CS(O1)(=O)=O